C(C)N(CC(=O)NC(C)C)CCC=O 2-[ETHYL(3-OXOPROPYL)AMINO]-N-(PROPAN-2-YL)ACETAMIDE